BrC1=CC=C2C(=C(C(=NC2=C1F)Cl)C#N)N1[C@@H](CN(CC1)C(=O)OC(C)(C)C)C Tert-butyl (R)-4-(7-bromo-2-chloro-3-cyano-8-fluoroquinolin-4-yl)-3-methylpiperazine-1-carboxylate